CNC=1C2=C(N=CN1)N(C=C2)[C@H]2[C@@H]([C@@H]([C@H](C2)CN(C2=CN=CS2)CCCNCCC2=CC=CC=C2)O)O (1R,2S,3R,5R)-3-(4-(Methylamino)-7H-pyrrolo[2,3-d]pyrimidin-7-yl)-5-(((3-(phenethylamino)propyl)(thiazol-5-yl)amino)methyl)cyclopentane-1,2-diol